tert-butyl (S)-(2-aminopropyl)carbamate N[C@H](CNC(OC(C)(C)C)=O)C